(+)-(R)-8,9-dihydro-10-methyl-7-[(5-methylimidazol-4-yl)methyl]pyrido[1,2-a]indol-6(7H)-one CC1=C2N(C3=CC=CC=C13)C([C@H](CC2)CC=2N=CNC2C)=O